FC=1C=C(C=CC1F)[C@H]1[C@@H](C1)NC=1C2=C(N=C(N1)SCCC)N(N=N2)[C@H]2[C@@H](O[C@H]([C@@H]2F)CO)CO ((2R,3S,4R,5S)-3-(7-(((1R,2S)-2-(3,4-difluorophenyl)cyclopropyl)amino)-5-(propylsulfanyl)-3H-[1,2,3]triazolo[4,5-d]pyrimidin-3-yl)-4-fluorotetrahydrofuran-2,5-diyl)dimethanol